6-(4-(2-(5-cyclopropyl-3-(2,6-dichlorophenyl)isoxazol-4-yl)ethyl)-5-methyl-1,4-diazepan-1-yl)-1-methyl-1H-indole-3-carboxylic acid C1(CC1)C1=C(C(=NO1)C1=C(C=CC=C1Cl)Cl)CCN1CCN(CCC1C)C1=CC=C2C(=CN(C2=C1)C)C(=O)O